C(#N)C1=CC(=NC=C1OCC1CCN(CC1)S(=O)(=O)C)C(=O)OC methyl 4-cyano-5-((1-(methylsulfonyl)piperidin-4-yl)methoxy)picolinate